C(#N)C=1N=CC(=NC1)NC(=O)NC=1C=CC2=C(S(C=C2)(=O)=O)C1 1-(5-cyanopyrazin-2-yl)-3-(1,1-dioxidobenzo[b]thiophen-6-yl)urea